2-(Methylamino)-N-(5-methyl-1H-indazol-4-yl)thiazole-5-carboxamide CNC=1SC(=CN1)C(=O)NC1=C2C=NNC2=CC=C1C